FC=1C=C(C=CC1)S(=O)(=O)C(C)(C)C1CCN(CC1)C(=O)NC=1C=NNC1 4-(2-((3-fluorophenyl)sulfonyl)propan-2-yl)-N-(1H-pyrazol-4-yl)piperidine-1-carboxamide